7H-benz[de]anthracene C1=CC=C2C=CC=C3CC=4C=CC=CC4C1=C23